l-glutamic acid N,N-diacetic acid C(CN([C@@H](CCC(=O)O)C(=O)O)CC(=O)O)(=O)O